methyl 4-(2-fluoropyrimidin-5-yl)-1H-pyrrole-2-carboxylate FC1=NC=C(C=N1)C=1C=C(NC1)C(=O)OC